(S)-N8-((2S,3R)-3-((2-oxabicyclo[2.2.2]octan-4-yl)methoxy)-1-(methylamino)-1-oxobutan-2-yl)-6-(thiazole-5-carbonyl)-2,6-diazaspiro[3.4]octane-2,8-dicarboxamide C12OCC(CC1)(CC2)CO[C@@H]([C@@H](C(=O)NC)NC(=O)[C@@H]2CN(CC21CN(C1)C(=O)N)C(=O)C1=CN=CS1)C